(2S)-2-{[(1S)-1-(3,4-dihydro-2H-1-benzopyran-7-yl)-2,2-difluoroethyl]amino}-5,5-dimethylhexanoic acid O1CCCC2=C1C=C(C=C2)[C@@H](C(F)F)N[C@H](C(=O)O)CCC(C)(C)C